(3Z)-8,8-didecyloxy-3-octen-1-ol C(CCCCCCCCC)OC(CCC\C=C/CCO)OCCCCCCCCCC